2,5,6-Trifluoro-N1-(2-fluoro-4-(trifluoromethyl)benzyl)-4-nitrobenzene-1,3-diamine FC1=C(C(=C(C(=C1N)[N+](=O)[O-])F)F)NCC1=C(C=C(C=C1)C(F)(F)F)F